Methyl 2,3,4,6-tetra-O-benzoyl-β-D-galactopyranosyl-(1→3)-2-acetamido-2-deoxy-α-D-galactopyranoside C(C1=CC=CC=C1)(=O)O[C@H]1[C@@H](O[C@@H]([C@@H]([C@@H]1OC(C1=CC=CC=C1)=O)OC(C1=CC=CC=C1)=O)COC(C1=CC=CC=C1)=O)O[C@@H]1[C@H]([C@@H](OC)O[C@@H]([C@@H]1O)CO)NC(C)=O